N-(9,9-dimethyl-9H-fluoren-2-yl)-dibenzofuran-4-amine CC1(C2=CC=CC=C2C=2C=CC(=CC12)NC1=CC=CC2=C1OC1=C2C=CC=C1)C